C(=O)(O)C1=CC=C(C=C1)C=1C2=CC=C(N2)C(=C2C=CC(C(=C3C=CC(=C(C=4C=CC1N4)C4=CC=CC=C4)N3)C3=CC=CC=C3)=N2)C2=CC=CC=C2 5-(4-carboxyphenyl)-10,15,20-triphenyl-porphyrin